(R)-4-((6-(2-hydroxy-6-methyl-4-(trifluoromethyl)phenyl)-2H-pyrazolo[3,4-b]pyrazin-2-yl)methyl)pyrrolidin-2-one OC1=C(C(=CC(=C1)C(F)(F)F)C)C=1C=NC=2C(N1)=NN(C2)C[C@@H]2CC(NC2)=O